BrC1=CC2=C(C3=CC=CC=C3C(=C2C=C1)C1=CC=CC2=CC=CC=C12)C1=CC=CC2=CC=CC=C12 2-bromo-9,10-dinaphthyl-anthracene